C(C)OC(=O)C=1N=C2COC(CN2C1)C1=CC=CC=C1 6-phenyl-5,6-dihydro-8H-imidazo[2,1-c][1,4]Oxazine-2-carboxylic acid ethyl ester